3,4-bis(di-n-propylphosphino)-2-cyclopentyl-thiophene C(CC)P(C1=C(SC=C1P(CCC)CCC)C1CCCC1)CCC